C1(=CC=CC=C1)N(C1=NC=C(C=N1)C(=O)NCCCCCCC(=O)NO)C1=CC=CC=C1 2-(diphenyl-amino)-N-[7-(hydroxyamino)-7-oxoheptyl]-5-pyrimidinecarboxamide